[5-(4-cyano-3-fluorophenyl)-[1,2,4]triazolo[1,5-a]pyridin-7-yl]carbamic acid tert-butyl ester C(C)(C)(C)OC(NC1=CC=2N(C(=C1)C1=CC(=C(C=C1)C#N)F)N=CN2)=O